N-Prop-2-ynylbenzenesulfonamide C(C#C)NS(=O)(=O)C1=CC=CC=C1